(2S,4r)-N-[2-(4-bromo-N-methyl-anilino)ethyl]-1-[(2S)-2-(4-cyclopropyltriazol-1-yl)-3,3-dimethyl-butyryl]-4-hydroxy-pyrrolidine-2-carboxamide BrC1=CC=C(N(C)CCNC(=O)[C@H]2N(C[C@@H](C2)O)C([C@H](C(C)(C)C)N2N=NC(=C2)C2CC2)=O)C=C1